The molecule is a medium-chain fatty acid anion that is the conjugate base of undecanoic acid; used in tandem with testosterone cation in the treatment of male hypogonadism. Major species at pH 7.3. It has a role as a human metabolite. It is a medium-chain fatty acid anion and a straight-chain saturated fatty acid anion. It is a conjugate base of an undecanoic acid. CCCCCCCCCCC(=O)[O-]